(R)-2-(2-chloro-4-trifluoromethylphenylamino)-3-methylbutanoic acid ClC1=C(C=CC(=C1)C(F)(F)F)N[C@@H](C(=O)O)C(C)C